2-METHOXY-3-(TRIMETHYLSILYL)PHENYLBORONIC ACID COC1=C(C=CC=C1[Si](C)(C)C)B(O)O